1-(3-(trimethoxysilylpropyl)propyl)urea CO[Si](OC)(OC)CCCCCCNC(=O)N